C1(CC1)N(C1=C(C(=NC=N1)NCC1(CCN(CC1)C(C(=O)N)CO)O)F)CC1=CC=C(C=C1)C(F)(F)F 2-(4-(((6-(cyclopropyl(4-(trifluoromethyl)benzyl)amino)-5-fluoropyrimidin-4-yl)amino)methyl)-4-hydroxypiperidin-1-yl)-3-hydroxypropanamide